C(CCCCCC)C1OCC(CO1)(C(=O)O)C(=O)O 2-heptyl-1,3-dioxane-5,5-dicarboxylic acid